3-{3-ethyl-4-[(7-methoxy-4-quinazolinyl)oxy]-2-methylphenyl}-1-[3-(trifluoromethyl)phenyl]-2,4-imidazolidinedione C(C)C=1C(=C(C=CC1OC1=NC=NC2=CC(=CC=C12)OC)N1C(N(CC1=O)C1=CC(=CC=C1)C(F)(F)F)=O)C